tert-butyl (2-(4-(hydroxymethyl)pyrimidin-2-yl)phenyl) carbonate C(OC(C)(C)C)(OC1=C(C=CC=C1)C1=NC=CC(=N1)CO)=O